FC(C1=CC(=CN=N1)N1CC(C1)CC(=O)[O-])(F)F.[Li+] lithium 2-(1-(6-(trifluoromethyl)pyridazin-4-yl)azetidin-3-yl)acetate